NC1=CC(=C(C(=N1)C=1C(=C2C=3C(=NC=NC3C1)N(CCO2)CCN(CCO)C)Cl)C(F)(F)F)C 2-((2-(9-(6-Amino-4-methyl-3-(trifluoromethyl)pyridin-2-yl)-8-chloro-5,6-dihydro-4H-[1,4]oxazepino[5,6,7-de]quinazolin-4-yl)ethyl)(methyl)amino)ethan-1-ol